1-chloro-7-(2-(2-(3-(hydroxymethyl)azetidin-1-yl)-2-oxoethoxy)ethoxy)isoquinoline-6-carbonitrile ClC1=NC=CC2=CC(=C(C=C12)OCCOCC(=O)N1CC(C1)CO)C#N